C(CCC)C1(C(C2=C(C(=C(C=C2C1)OCCCC(=O)O)Cl)Cl)=O)C1CCCC1 4-[(2-butyl-6,7-dichloro-2-cyclopentyl-2,3-dihydro-1-oxo-1H-inden-5-yl)oxy]Butyric acid